tert-Butyl 4-(((2-nitrophenyl)amino)methyl)piperidine-1-carboxylate [N+](=O)([O-])C1=C(C=CC=C1)NCC1CCN(CC1)C(=O)OC(C)(C)C